N[C@@H](CCSC)C(=O)O Z-methionine